2-((3R,5R,6S)-5-(3-chlorophenyl)-6-(4-chlorophenyl)-1-((S)-1-cyclopropyl-2-(N-phenylmethylsulfonamido)ethyl)-3-methyl-2-oxopiperidin-3-yl)acetic Acid ClC=1C=C(C=CC1)[C@H]1C[C@](C(N([C@@H]1C1=CC=C(C=C1)Cl)[C@H](CN(S(=O)(=O)C)C1=CC=CC=C1)C1CC1)=O)(C)CC(=O)O